2-chloro-N-(1'-cyclopropyl-1'h-[1,4'-biimidazol]-4-yl)pyrrolo[2,1-f][1,2,4]triazin-4-amine ClC1=NN2C(C(=N1)NC=1N=CN(C1)C=1N=CN(C1)C1CC1)=CC=C2